CN(CCCOC1=NC=C(C=C1)C1=CC=C2C(=N1)N(C=N2)C2=CC=C1CCN(CC1=C2)S(=O)(=O)C)C N,N-dimethyl-3-((5-(3-(2-(methylsulfonyl)-1,2,3,4-tetrahydroisoquinolin-7-yl)-3H-imidazo[4,5-b]pyridin-5-yl)pyridin-2-yl)oxy)propan-1-amine